CC(C=O)=C 2-methyl-2-propenal